OC(C#N)C1=CC(=CC=C1)OC1=CC=CC=C1 2-hydroxy-2-(3-phenoxyphenyl)acetonitrile